OC(C)CC(CC(C)O)O 2,4,6-trihydroxyheptane